NC1CCC2CN(CC21)C(=O)C2=CC=C(C=C2)COC2=CC=NC1=CC=CC=C21 (4-Aminohexahydrocyclopenta[c]pyrrol-2(1H)-yl)(4-((quinolin-4-yloxy)methyl)phenyl)methanone